C[C@@]1(C[C@@H]2C([C@H]([C@]1(O)C)C2)(C)C)O (1R,3S,4R,5R)-3,4,6,6-tetramethylbicyclo[3.1.1]heptane-3,4-diol